FC(S(=O)(=O)OC=1C2=C(N=C(N1)SC)CC(OC2)C2=CC(=CC1=CC=CC(=C21)Br)OCOC)(F)F 7-(8-bromo-3-(methoxymethoxy) naphthalen-1-yl)-2-(methylsulfanyl)-7,8-dihydro-5H-pyrano[4,3-d]pyrimidin-4-yl trifluoromethanesulfonate